FC(C1=CN=C(N1)C=O)(F)F 5-(TRIFLUOROMETHYL)-1H-IMIDAZOLE-2-CARBALDEHYDE